(R)-(7-Methoxy-1H-benzo[d]imidazol-2-yl)(5-methyl-7,8-dihydro-1,6-naphthyridin-6(5H)-yl)methanone COC1=CC=CC2=C1NC(=N2)C(=O)N2[C@@H](C=1C=CC=NC1CC2)C